5-(2,4-dichlorophenyl)-2-(2,4-difluorophenoxy)-6H-pyrimido[1,6-b]pyridazin-6-one ClC1=C(C=CC(=C1)Cl)C=1C(N=CN2N=C(C=CC21)OC2=C(C=C(C=C2)F)F)=O